2-(1-((tert-butyldimethylsilyl)oxy)cyclopropyl)-3-fluoro-4-iodopyridine [Si](C)(C)(C(C)(C)C)OC1(CC1)C1=NC=CC(=C1F)I